CC1=C(C=C(C=C1)N=C=O)SSC1=C(C=CC(=C1)N=C=O)C bis(2-methyl-5-isocyanatophenyl)disulfide